N1C=C(C2=CC=CC=C12)CC(=O)O (1H-indol-3-yl)acetic acid